C(C)(C)C1=C(C=CC=C1)NC(N)=S 3-(2-isopropylphenyl)thiourea